2-((3,5-dichlorophenyl)amino)-8-hydroxyquinazolin-4(3H)-one ClC=1C=C(C=C(C1)Cl)NC1=NC2=C(C=CC=C2C(N1)=O)O